(E)-N-(2-(3-(hydroxyamino)-3-oxoprop-1-en-1-yl)phenyl)-2-phenoxybutanamide ONC(/C=C/C1=C(C=CC=C1)NC(C(CC)OC1=CC=CC=C1)=O)=O